(2s,3r,4s)-4-hydroxy-3-methylpyrrolidine-1,2-dicarboxylic acid 1-benzyl ester 2-methyl ester COC(=O)[C@H]1N(C[C@H]([C@@H]1C)O)C(=O)OCC1=CC=CC=C1